N1=NN=C2C1=CC=C(C2)C(=O)[O-] benzo[d][1,2,3]triazole-5-carboxylate